Para-methylcyclohexanone CC1CCC(CC1)=O